C(C)(C)(C)[C@@]12CN(C[C@H](CC1)N2C(=O)OC2(CC2)C2=CSC=C2)C2=NC(=NC1=CC(=C3C(=C21)N=CN3C)Br)Cl 1-(thiophen-3-yl)cyclopropan-1-ol tert-butyl-(1R,5S)-3-(4-bromo-7-chloro-3-methyl-3H-imidazo[4,5-f]quinazolin-9-yl)-3,8-diazabicyclo[3.2.1]octane-8-carboxylate